CC1=CC(=CC2=C1NC(=N2)NC(OC)=O)C2=NNC(C1=CC=CC=C21)=O Methyl (7-methyl-5-(4-oxo-3,4-dihydrophthalazin-1-yl)-1H-benzimidazol-2-yl)carbamate